C(C1=CC=CC=C1)OC(=O)C(CCC[C@H](N)C(=O)O)N 6-[(benzyloxy)carbonyl]lysine